alpha-hydroxystearic acid methyl ester COC(C(CCCCCCCCCCCCCCCC)O)=O